[K+].C(CCCCCCCCC)(=O)[O-] decanoic acid, potassium salt